3-{[5-chloro-6-(5-methoxy-2-pyrazinyl)-2-indolyl]methyl}-1-[(R)-perhydro-3-furyl]urea ClC=1C=C2C=C(NC2=CC1C1=NC=C(N=C1)OC)CNC(N[C@H]1COCC1)=O